OC1=C(C=C(C=C1)NC(=O)C1=C(C=C(C=C1)C1=CC=C(C=C1)C(F)(F)F)NS(=O)(=O)C)NS(=O)(=O)C N-(4-hydroxy-3-(methylsulfonylamino)phenyl)-3-(methylsulfonylamino)-4'-(trifluoromethyl)-[1,1'-biphenyl]-4-carboxamide